benzyl 1-(3,5-dichloro-N-methylbenzamido)-6-azaspiro[2.5]octane-6-carboxylate ClC=1C=C(C(=O)N(C)C2CC23CCN(CC3)C(=O)OCC3=CC=CC=C3)C=C(C1)Cl